O[C@H]1CN(C[C@@H](C1)O)C(=O)OC(C)(C)C tert-butyl (3r,5r)-3,5-dihydroxypiperidine-1-carboxylate